C(C)(C)(C)N1N=C(C(=C1C)O)C1=CC=C(C(=C1F)F)F 1-(tert-Butyl)-3-(4,5,6-trifluorophenyl)-5-methyl-pyrazole-4-ol